formamidine hydrobromic acid salt Br.C(=N)N